FC(C(=O)O)(F)F.CN(S(=O)(=O)C)[C@@H]1[C@H](NC1)C N-methyl-N-((2R,3S)-2-methylazetidin-3-yl)methanesulfonamide trifluoroacetate